diphenyl-(4-tert-butylphenyl)sulfonium p-toluenesulfonate CC1=CC=C(C=C1)S(=O)(=O)[O-].C1(=CC=CC=C1)[S+](C1=CC=C(C=C1)C(C)(C)C)C1=CC=CC=C1